4-formylphenyl-boric acid methyl-iminodiacetate COC(CNCC(=O)O)=O.C(=O)C1=CC=C(C=C1)OB(O)O